(4-chlorobenzyl)-1-(3-hydroxypropyl)-3-methyl-8-(3-(4-methylpiperidin-1-yl)but-1-yn-1-yl)-3,7-dihydro-1H-purine-2,6-dione ClC1=CC=C(CN2C(=NC=3N(C(N(C(C23)=O)CCCO)=O)C)C#CC(C)N2CCC(CC2)C)C=C1